cis-1-benzyl-2,4-diethoxycarbonyl-azetidine C(C1=CC=CC=C1)N1[C@H](C[C@H]1C(=O)OCC)C(=O)OCC